CC=1C=CC(=NC1CN1CCCC1)NC1=CC2=C(C=N1)SC(=N2)C=2C=NC=NC2 5-Methyl-N-[2-(pyrimidin-5-yl)-[1,3]thiazolo[5,4-c]pyridin-6-yl]-6-[(pyrrolidin-1-yl)methyl]pyridin-2-amine